O=C1NC(CCC1N1C(C2=CC=C(C(=C2C1)F)N1CCC(CC1)C=O)=O)=O 1-[2-(2,6-dioxo-3-piperidinyl)-4-fluoro-1-oxo-isoindolin-5-yl]Piperidine-4-carbaldehyde